butanedioic acid, 1-[2-[[(9Z)-1-oxo-9-octadecen-1-yl]oxy]-1-[[[(9Z)-1-oxo-9-octadecen-1-yl]oxy]methyl]ethyl] ester C(CCC(=O)[O-])(=O)OC(COC(CCCCCCC\C=C/CCCCCCCC)=O)COC(CCCCCCC\C=C/CCCCCCCC)=O